5-fluoro-4-((4-fluoro-1-methylpiperidin-4-yl)methoxy)-N-(4-morpholinophenyl)pyrimidin-2-amine FC=1C(=NC(=NC1)NC1=CC=C(C=C1)N1CCOCC1)OCC1(CCN(CC1)C)F